ClC1=CC(=C2C(CCOC2=C1)N1CCN(CC1)C(=O)OC(C)(C)C)C1=C2C(=NC=C1)C=C(S2)CO tert-butyl 4-[7-chloro-5-[2-(hydroxymethyl)thieno[3,2-b]pyridin-7-yl]chroman-4-yl]piperazine-1-carboxylate